O[C@H]1CN(C[C@@H]1O)C(CNC(=O)C1=CC2=C(N(C(=N2)NC=2SC3=C(N2)C=CC(=C3)OC(F)(F)F)C)C=C1)=O 1-Methyl-2-(6-trifluoromethoxy-benzothiazol-2-ylamino)-1H-benzoimidazole-5-carboxylic acid [2-((3S,4S)-3,4-dihydroxy-pyrrolidin-1-yl)-2-oxo-ethyl]-amide